C(C)(C)C1=C(NC2=CC=C(C=C12)C1CCN(CC1)C(=O)C1CCNCC1)C1=CC(=NC=C1)C (4-(3-isopropyl-2-(2-methylpyridin-4-yl)-1H-indol-5-yl)piperidin-1-yl)(piperidin-4-yl)methanone